C(C1CO1)N(C1=CC=C(C=C1)OCC1CO1)CC1CO1 N,N-diglycidyl-4-(glycidyloxy)aniline